2-(3,3-difluoropyrrolidin-1-yl)-4-phenylnicotinamide FC1(CN(CC1)C1=C(C(=O)N)C(=CC=N1)C1=CC=CC=C1)F